C(=C)(C)C=1OC(C(N1)(C1=CC=CC=C1)C1=CC=CC=C1)=O 2-isopropenyl-4,4-diphenyl-1,3-oxazoline-5-one